tolyl-cumene C1(=C(C=CC=C1)C1=C(C=CC=C1)C(C)C)C